C1(=CC=CC=C1)C(C1=CC=CC=C1)OC(CCCCCCCC)=O nonanoic acid-1,1-diphenylmethyl ester